4H-pyrazolo[3,4-d]pyrimidin-4-one N1=NC=C2C1=NC=NC2=O